N-(4-methylpyridin-2-yl)-3-(3-(trifluoromethyl)pyridin-2-yl)-1,2,4-thiadiazol-5-amine CC1=CC(=NC=C1)NC1=NC(=NS1)C1=NC=CC=C1C(F)(F)F